8-(4-aza-1-azoniabicyclo[2.2.2]oct-1-yl)-6-isopropyl-5-(2-methoxy-4-pyridinyl)-1-tetrahydropyran-2-yl-pyrazolo[4,3-g]isoquinoline [N+]12(CCN(CC1)CC2)C2=NC(=C(C1=CC3=C(C=C21)N(N=C3)C3OCCCC3)C3=CC(=NC=C3)OC)C(C)C